CN1C(=C([C@H]2[C@H](O)[C@H](O)[C@@H](CO)O2)C(NC1=O)=O)CCC 1-Methyl-6-propyl-pseudouridine